C(C)S(=O)(=O)C=1C(=NC=C(C1)C(=C)C)C1=NC=2N(C=C1)N=C(C2)C(F)(F)F 5-(3-(ethylsulfonyl)-5-(prop-1-en-2-yl)pyridin-2-yl)-2-(trifluoromethyl)pyrazolo[1,5-a]pyrimidine